[Si](C1=CC=CC=C1)(C1=CC=CC=C1)(C(C)(C)C)OCCCCCCCCC(CCCCCCCCCC(=O)O)=O 19-((tert-butyldiphenylsilyl)oxy)-11-oxononadecanoic acid